2-amino-2-methoxy-1,3-propanediol NC(CO)(CO)OC